S(=O)(=O)(O)O.NCC(=O)O monoglycine sulfate